oxo-4,6,7,8-tetrahydropyrrolo[1,2-a]pyrazine-6-carboxylate O=C1C=NC=C2N1C(CC2)C(=O)[O-]